3-(2-Cyclopropoxypyridin-4-yl)bicyclo[4.2.0]Oct-1(6),2,4-trien-2-amine C1(CC1)OC1=NC=CC(=C1)C1=C(C=2CCC2C=C1)N